2,2-Difluoroethyl (5-(2-fluoro-5-((4-oxo-3,4-dihydrophthalazin-1-yl)methyl) phenyl)-1H-benzoimidazol-2-yl)carbamate FC1=C(C=C(C=C1)CC1=NNC(C2=CC=CC=C12)=O)C1=CC2=C(NC(=N2)NC(OCC(F)F)=O)C=C1